N1=C(C=CC=C1N1N=CC2=CC(=CC=C12)C(=O)N[C@H]1[C@H]2CC[C@@H](C1)N2CC2=CC=C(C=C2)OC)C2=NC=CC=C2 1-([2,2'-bipyridin]-6-yl)-N-((1R,2R,4S)-7-(4-methoxybenzyl)-7-azabicyclo[2.2.1]heptan-2-yl)-1H-indazole-5-carboxamide